1-(4-(tert-butoxycarbonyl) benzyl)-4-oxo-4,5,6,7-tetrahydro-1H-indole-2-carboxylate C(C)(C)(C)OC(=O)C1=CC=C(CN2C(=CC=3C(CCCC23)=O)C(=O)[O-])C=C1